C(CCC)[C@H]1N=C(C2=CC=C(C=C2C1)OC)C1=CC=C(C=C1)NC12CC3CC(CC(C1)C3)C2 (3R,SR,7R)-N-(4-((S)-3-butyl-6-methoxy-3,4-dihydroisoquinolin-1-yl)phenyl)adamantan-1-amine